OC(CCN1N=C2C=C(C(=CC2=C1)NC(=O)C1=NC(=CC=C1)C(F)(F)F)C(=O)[O-])(C)C 2-(3-hydroxy-3-methylbutyl)-5-({[6-(trifluoromethyl) pyridin-2-yl] carbonyl} amino)-2H-indazole-6-carboxylate